C(C1=CC=CC=C1)OC(=O)N1CC(N(CC1)CC1CCNCC1)=O 3-oxo-4-(4-piperidinylmethyl)piperazine-1-carboxylic acid benzyl ester